N1=C(C=CC=C1)[C@](C)(C#C)O (S)-2-(pyridin-2-yl)but-3-yn-2-ol